OC(CC(=O)[O-])CC(C=C)O.[Na+] sodium 3,5-dihydroxy-6-heptenoate